4-(4-aminophenyl)pyrimidin-2-amine NC1=CC=C(C=C1)C1=NC(=NC=C1)N